benzyl 2-chloro-3-(2-methoxyphenyl)-3-oxopropionate ClC(C(=O)OCC1=CC=CC=C1)C(=O)C1=C(C=CC=C1)OC